C(C1=CC=CC=C1)OC1=C(OC=CC1=O)C(=O)OCC ethyl 3-(benzyloxy)-4-oxo-4H-pyran-2-carboxylate